4-chloro-6,7-dihydroquinolin-8(5H)-one ClC1=CC=NC=2C(CCCC12)=O